Urea Ammonium sulfate S(=O)(=O)([O-])[O-].[NH4+].NC(=O)N.[NH4+]